COC1=CC=C(C=C1)C=1OC2=C(C=CC=C2C(C1OC1O[C@@H]([C@H]([C@@H]([C@@H]1O)O)O)C)=O)CC=C(C)C (4-methoxyphenyl)-8-(3-methylbut-2-en-1-yl)-3-(((3S,4S,5S,6R)-3,4,5-trihydroxy-6-methyltetrahydro-2H-pyran-2-yl)oxy)-4H-chromen-4-one